ClC1=C(C(=CC=C1)[N+](=O)[O-])SC 1-chloro-2-methylsulfanyl-3-nitrobenzene